CS(=O)(=O)C1=CC=C(CNC(=O)C2CN(CCC2)C=2C=3C(N=CN2)=NN(C3)C3=CC=C(C=C3)C)C=C1 N-(4-(methylsulfonyl)benzyl)-1-(2-(p-tolyl)-2H-pyrazolo[3,4-d]pyrimidin-4-yl)piperidine-3-carboxamide